2-(2,2-dimethylmorpholino)-N-(2-(trifluoromethyl)benzyl)pyrido[2,3-d]pyrimidin-4-amine CC1(OCCN(C1)C=1N=C(C2=C(N1)N=CC=C2)NCC2=C(C=CC=C2)C(F)(F)F)C